N-((1R,3R,5S)-8-(((1R,3R,5S)-3-(((2,2-difluorocyclopropyl)methyl)amino)-8-azabicyclo[3.2.1]octan-8-yl)sulfonyl)-8-azabicyclo[3.2.1]octan-3-yl)-5-(oxetan-3-yl)isoxazole-3-carboxamide FC1(C(C1)CNC1C[C@H]2CC[C@@H](C1)N2S(=O)(=O)N2[C@H]1CC(C[C@@H]2CC1)NC(=O)C1=NOC(=C1)C1COC1)F